FC=1C=C(CNC(CN(C(OC(C)(C)C)=O)C)=O)C=CC1 tert-Butyl (2-((3-Fluorobenzyl)amino)-2-oxoethyl)(methyl)carbamate